C(#N)C=1C(=NC=CC1C1=CC(=C(C=C1)C#N)F)N1CCC(CC1)CCC1=CC=C(C=C1)/C=C/C(=O)OC Methyl (E)-3-(4-(2-(1-(3-cyano-4-(4-cyano-3-fluorophenyl)pyridin-2-yl)piperidin-4-yl)Ethyl)phenyl)acrylate